(((4,5-dimethoxy-2-nitrophenyl)methylene)bis(thio))bis(ethan-1-ol) COC1=CC(=C(C=C1OC)C(SCCO)SCCO)[N+](=O)[O-]